C(C)(=O)NCC(=O)NCC#CC1=C2C(N(C(=NC2=CC=C1)CN1N=C(C=2C1=NC=NC2N)C2=CC(=CC=C2)O)CC2=C(C=CC=C2)Cl)=O 2-Acetamido-N-(3-(2-((4-amino-3-(3-hydroxyphenyl)-1H-pyrazolo[3,4-d]pyrimidin-1-yl)methyl)-3-(2-chlorobenzyl)-4-oxo-3,4-dihydroquinazolin-5-yl)prop-2-yn-1-yl)acetamide